OC=1C=C2C[C@H](N3C(C2=CC1OC)=CC(C(=C3)C(=O)OCC)=O)C(C)C (S)-ethyl 9-hydroxy-6-isopropyl-10-methoxy-2-oxo-6,7-dihydro-2H-pyrido[2,1-a]isoquinoline-3-carboxylate